2,2'-thiocarbonyldiimidazole C(=S)(C=1NC=CN1)C=1NC=CN1